CC=1C=C(C(=O)C2=CC=C(OCC(=O)NC=3C=NC=CC3)C=C2)C=CC1 2-(4-(3-methylbenzoyl)phenoxy)-N-(pyridin-3-yl)acetamide